6-bromo-8-fluoro-2-methyl-imidazo[1,2-a]pyridine BrC=1C=C(C=2N(C1)C=C(N2)C)F